FC(CC=1N=C2C=NC=NC2=NC1)(F)F 6-(2,2,2-trifluoroethyl)pteridin